C(N)(=O)NC(C(C)OCCCCCCCCCCCCCC)OCCCCCCCCCCCCCC carbamoyl-1,2-dimyristyloxy-propylamine